N[C@@H]1C2=CC=CC=C2CC12CCN(CC2)C=2NC(C1=C(N2)NN=C1C1(CC1)C1=C(C(=NC=C1)N1CCC1)Cl)=O (S)-6-(1-amino-1,3-dihydrospiro[indene-2,4'-piperidin]-1'-yl)-3-(1-(2-(azetidin-1-yl)-3-chloropyridin-4-yl)cyclopropyl)-1,5-dihydro-4H-pyrazolo[3,4-d]pyrimidin-4-one